t-butyl-3-(R)-hydroxypyrrolidine-1-carboxylate C(C)(C)(C)OC(=O)N1C[C@@H](CC1)O